1,2-didodecyl-4-(4,7-dihydroxybenzo[d][1,3]dithiol-2-ylidene)pyrazolidine-3,5-dione C(CCCCCCCCCCC)N1N(C(C(C1=O)=C1SC2=C(S1)C(=CC=C2O)O)=O)CCCCCCCCCCCC